The molecule is a hydroxycoumarin that is umbelliferone in which the hydrogen at position 6 is substituted by a hydroxy group. It is used in filters for absorption of ultraviolet light. It has a role as an antioxidant, an ultraviolet filter and a plant metabolite. C1=CC(=O)OC2=CC(=C(C=C21)O)O